ClC1=C(C=C(C=C1)F)C1NC(C2=C3C=CC(=NC3=CC(=C21)NC(=O)N2C(C(C1=CC(=CC=C21)F)(C(F)(F)F)O)([2H])[2H])OC)=O N-(3-(2-chloro-5-fluorophenyl)-7-methoxy-1-oxo-2,3-dihydro-1H-pyrrolo[3,4-f]quinolin-4-yl)-5-fluoro-3-hydroxy-3-(trifluoromethyl)indole-2,2-d2-1-carboxamide